C(C)(=O)N[C@@H](CSSC[C@@H](C(=O)O)N)C(=O)O N-acetyl-cystine